(pyridin-3-yl)propanamide N1=CC(=CC=C1)C(C(=O)N)C